C(C)(C)(C)P(C1=C(C2=CC=CC=C2C=C1)C1=CC=CC2=CC=CC=C12)C(C)(C)C ditert-butyl-[1-(1-naphthyl)-2-naphthyl]phosphane